ClC=1C=CC2=C(C[C@](O2)(C2=CC=CC=C2)CNC)C1C1=C(C(=O)NC)C=CC(=C1F)OC ((2S,4S)-5-chloro-2-((methylamino)methyl)-2-phenyl-2,3-dihydrobenzofuran-4-yl)-3-fluoro-4-methoxy-N-methylbenzamide